[C@H]12CN(C[C@H](CC1)N2)C2=NC(=NC1=C(C(=CC=C21)C2=CC=CC1=CC=CC(=C21)C)F)OCC21CCCN1CCC2 4-((1R,5S)-3,8-diazabicyclo[3.2.1]octan-3-yl)-8-fluoro-7-(8-methylnaphthalen-1-yl)-2-((tetrahydro-1H-pyrrolizin-7a(5H)-yl)methoxy)quinazoline